NCC=1N=C2N(C=C(C=C2N2C3(CC3)C(N(C2=O)C)=O)C2CC2)C1 4-(2-(aminomethyl)-6-cyclopropylimidazo[1,2-a]pyridin-8-yl)-6-methyl-4,6-diazaspiro[2.4]heptane-5,7-dione